C(C)N(C(=O)C=1N=C2N(C=C(C=C2C)C=2NC3=CC=C(C=C3C2C(C)C)C2CCNCC2)C1)C n-ethyl-6-(3-isopropyl-5-(piperidin-4-yl)-1H-indol-2-yl)-N,8-dimethylimidazo[1,2-a]pyridine-2-carboxamide